N-(tert-butyl-dimethylsilyl)-4-methylthiazole-2-sulfonamide [Si](C)(C)(C(C)(C)C)NS(=O)(=O)C=1SC=C(N1)C